(5S,7R,8R,9S,10R)-8-hydroxy-7-(hydroxymethyl)-9-(4-(3,4,5-trifluorophenyl)-1H-1,2,3-triazol-1-yl)-1,6-dioxaspiro[4.5]decan-10-yl 3-fluorobenzoate FC=1C=C(C(=O)O[C@@H]2[C@H]([C@H]([C@H](O[C@@]23CCCO3)CO)O)N3N=NC(=C3)C3=CC(=C(C(=C3)F)F)F)C=CC1